C(=S)(Cl)Cl.[F] fluorine compound with thiophosgene